BrC=1C=C(C=C(C1OC1=NNC(C(=C1)C([2H])[2H])=O)Cl)N1N=C(C(NC1=O)=O)C#N (3-bromo-5-chloro-4-((5-dideuteromethyl-6-oxo-1,6-dihydropyridazin-3-yl)oxy)phenyl)-3,5-dioxo-2,3,4,5-tetrahydro-1,2,4-triazine-6-carbonitrile